2-(difluoromethyl)-5-[5-[[4-(6-methyl-1H-pyrrolo[2,3-b]pyridin-5-yl)triazol-1-yl]methyl]thiophen-2-yl]-1,3,4-oxadiazole FC(C=1OC(=NN1)C=1SC(=CC1)CN1N=NC(=C1)C=1C=C2C(=NC1C)NC=C2)F